N-(1-methyl-3-(5-(oxetan-3-yloxy)pyridin-2-yl)-1H-pyrazol-4-yl)-5-(1H-pyrazol-4-yl)furan-2-carboxamide CN1N=C(C(=C1)NC(=O)C=1OC(=CC1)C=1C=NNC1)C1=NC=C(C=C1)OC1COC1